tetramethylmethane ammonium dibromide [Br-].[Br-].[NH4+].CC(C)(C)C.[NH4+]